C(C1=CC=CC=C1)(=O)N1CCC(CC1)CCCCNC(\C=C\C1=CC(=C(C=C1)F)Br)=O (E)-N-(4-(1-benzoylpiperidin-4-yl)butyl)-3-(3-bromo-4-fluorophenyl)acrylamide